N=1ON=C2C1C=CC=C2 benzo[c][1,2,5]oxadiazole